C(C)(C)OC1=NC=C(C(=O)NC=2C=CC=C3C(=CC=NC23)C=2C=NN(C2)C)C=C1 6-isopropoxy-N-(4-(1-methyl-1H-pyrazol-4-yl)quinolin-8-yl)nicotinamide